C(C1=CC=CC=C1)NC1=NC=C(C=N1)C=1C=CC2=C(N(C(N2)=O)C2=CC=CC=C2)C1 6-(2-(Benzylamino)pyrimidin-5-yl)-1-phenyl-1H-benzo[d]imidazol-2(3H)-one